ClC1=C(C=CC=C1NC=1C(=C2C(N(C=NC2=CC1)C)=O)C)N(S(=O)(=O)CCC)COCC[Si](C)(C)C N-(2-chloro-3-((3,5-dimethyl-4-oxo-3,4-dihydroquinazolin-6-yl)amino)phenyl)-N-((2-(trimethylsilyl)ethoxy)methyl)propane-1-sulfonamide